benzimidazole-5-carboxylic acid methylcarbamoylmethyl-amide CNC(=O)CNC(=O)C1=CC2=C(N=CN2)C=C1